octylnonyl 5-bromopentanoate BrCCCCC(=O)OC(CCCCCCCC)CCCCCCCC